2-((2-(3,6-diazabicyclo[3.1.1]heptan-3-yl)-7-(thiazol-2-yl)benzo[d]oxazol-4-yl)oxy)-2,2-difluoro-1-morpholinoethan-1-one C12CN(CC(N1)C2)C=2OC1=C(N2)C(=CC=C1C=1SC=CN1)OC(C(=O)N1CCOCC1)(F)F